FC1(CN(CC1(C)C)C1=NC=CC=2C1=CN(N2)C=2C(NC(NC2)=O)=O)F 5-[4-(3,3-Difluoro-4,4-dimethyl-pyrrolidin-1-yl)pyrazolo[4,3-c]pyridin-2-yl]-1H-pyrimidine-2,4-dione